4-(5-fluoro-pyridin-2-yl)-2,4-dioxo-butyric acid ethyl ester C(C)OC(C(CC(=O)C1=NC=C(C=C1)F)=O)=O